3,5-bistrifluoromethyl-phenyl-boronic acid FC(C=1C=C(C=C(C1)C(F)(F)F)B(O)O)(F)F